3-[6-(7H-pyrrolo[2,3-d]pyrimidin-4-yloxy)spiro[3.3]hept-2-yl]-1-[5-(trifluoromethyl)-3-pyridinyl]-2,4-imidazolidinedione N1=CN=C(C2=C1NC=C2)OC2CC1(CC(C1)N1C(N(CC1=O)C=1C=NC=C(C1)C(F)(F)F)=O)C2